2,2-difluoro-2'-(5-fluoropyridin-2-yl)-3'-(1H-pyrazolo[3,4-b]pyridin-4-yl)-5'H,7'H-spiro[cyclopropane-1,6'-pyrazolo[5,1-b][1,3]oxazine] FC1(CC12CN1C(OC2)=C(C(=N1)C1=NC=C(C=C1)F)C1=C2C(=NC=C1)NN=C2)F